FC(C(F)(F)F)(C=1C=C2C(=NC1)N(N=C2)C2OCCCC2)F 5-(Perfluoroethyl)-1-(tetrahydro-2H-pyran-2-yl)-1H-pyrazolo[3,4-b]Pyridine